3-(2,2-dimethylpyrrolidin-1-yl)-2,2-dimethylpropionic acid CC1(N(CCC1)CC(C(=O)O)(C)C)C